2-[(5,5-Difluoro-3-piperidyl)methyl]isoindoline-1,3-dione FC1(CC(CNC1)CN1C(C2=CC=CC=C2C1=O)=O)F